FC1=C(C=C(C(=C1)C)[N+](=O)[O-])B1OC(C(O1)(C)C)(C)C 2-(2-fluoro-4-methyl-5-nitrophenyl)-4,4,5,5-tetramethyl-1,3,2-dioxaborolane